Ethyl 1-[7-benzyloxy-5-fluoro-6-(1,1,4-trioxo-1,2,5-thiadiazolidin-2-yl)-2-naphthyl]pyrazole-3-carboxylate C(C1=CC=CC=C1)OC1=C(C(=C2C=CC(=CC2=C1)N1N=C(C=C1)C(=O)OCC)F)N1S(NC(C1)=O)(=O)=O